N[C@@H](C)C=1C(=NC=CN1)C=1OCC(N(N1)C)=O 2-[3-[(1S)-1-aminoethyl]pyrazin-2-yl]-4-methyl-1,3,4-oxadiazin-5-one